C1(=CC=C(C=C1)CNC(CC1=CC=C(C=C1)N(C(=O)C1CCCC1)CC1=CC(=CC=C1)C)=O)C1=CC=CC=C1 N-(4-(2-(([1,1'-biphenyl]-4-ylmethyl)amino)-2-oxoethyl)phenyl)-N-(3-methylbenzyl)cyclopentanecarboxamide